acryl-dimethyl-taurine ammonium [NH4+].C(=O)(C=C)C(N(C)C)CS(=O)(=O)O